FC(C(OC)C1=C(C=CC=C1)C1=CC=CC=C1)(OC)F (2,2-difluoro-1,2-dimethoxyethyl)-[1,1'-biphenyl]